CC=1N=C2C(=NC(=NC2=NC1C)C1C[C@@H](OCC1)C=1C=CC(N(C1)C1=CSC(=C1)C)=O)C12CC(C1)(C2)C(F)(F)F 5-((2R)-4-(6,7-dimethyl-4-(3-(trifluoromethyl)bicyclo-[1.1.1]pentan-1-yl)pteridin-2-yl)tetrahydro-2H-pyran-2-yl)-1-(5-methylthiophen-3-yl)pyridin-2(1H)-one